3-chloro-N,N,5,6-tetramethyl-pyridazine-4-carboxamide ClC=1N=NC(=C(C1C(=O)N(C)C)C)C